tert-Butyl 4-(1,3-dioxoisoindolin-2-yl)oxypiperidine-1-carboxylat O=C1N(C(C2=CC=CC=C12)=O)OC1CCN(CC1)C(=O)OC(C)(C)C